6-(6-cyclopropylimidazo[1,2-b]pyridazin-3-yl)-N-((3R,4R)-3-fluoropiperidin-4-yl)pyridin-2-amine C1(CC1)C=1C=CC=2N(N1)C(=CN2)C2=CC=CC(=N2)N[C@H]2[C@@H](CNCC2)F